N-cyclohexyl-5-(pyrazin-2-yl)-1H-indazol-3-amine C1(CCCCC1)NC1=NNC2=CC=C(C=C12)C1=NC=CN=C1